C(C)(C)C1=NC(=NO1)C=1C=C2CC[C@H](C2=CC1)NC(=O)C1=CN=C(O1)C (R)-N-(5-(5-isopropyl-1,2,4-oxadiazol-3-yl)-2,3-dihydro-1H-inden-1-yl)-2-methyloxazole-5-carboxamide